(S)-(tetrahydrofuran-2-yl)carboxamide O1[C@@H](CCC1)C(=O)N